FC1=CC=C(C=C1)C(C(=O)O)CO (4-fluorophenyl)-3-hydroxypropionic acid